trans-4-((3-(1-Cyclopropyl-1H-pyrazol-4-yl)phenyl)((trans-4-(4-methoxy-3-methylphenyl)cyclohexyl)methyl)carbamoyl)cyclohexyl 3-aminoazetidine-1-carboxylate NC1CN(C1)C(=O)O[C@@H]1CC[C@H](CC1)C(N(C[C@@H]1CC[C@H](CC1)C1=CC(=C(C=C1)OC)C)C1=CC(=CC=C1)C=1C=NN(C1)C1CC1)=O